O1C(C=CC=C1)C(=O)N PyranAmide